(trifluoromethyl-phenyl)borane 2-methylpropan-2-yl-4-[3-(4-aminophenyl)-1,2,4-oxadiazol-5-yl]piperidin-1-carboxylate CC(C)(C)OC(=O)N1CCC(CC1)C1=NC(=NO1)C1=CC=C(C=C1)N.FC(F)(F)C1=C(C=CC=C1)B